N-[2-(6,7-dihydro-8H-indeno[5,4-d][1,3]oxazol-8-ylidene)ethyl]acetamide O1C=NC2=C1C=1C(CCC1C=C2)=CCNC(C)=O